FC=1C=CC(=C(C1)CC(=O)OCC)OCC=1C=C(C2=C(C(=CO2)C(F)(F)F)C1)B1OC(C(O1)(C)C)(C)C ethyl 2-(5-fluoro-2-((7-(4,4,5,5-tetramethyl-1,3,2-dioxaborolan-2-yl)-3-(trifluoromethyl)benzofuran-5-yl)methoxy)phenyl)acetate